Cyclohexyl-BenzothiazoleSulfenamide C1(CCCCC1)C1=CC=CC2=C1N=C(S2)SN